C(C)C=1N=C2N(C=C(C=C2)C=2OCC(N2)C(=O)O)C1N(C)C=1SC=C(N1)C1=CC=C(C=C1)F 2-(2-ethyl-3-((4-(4-fluorophenyl)thiazol-2-yl)(methyl)amino)imidazo[1,2-a]pyridin-6-yl)-4,5-dihydrooxazole-4-carboxylic acid